CN(C1=CC=C(C(=O)[O-])C=C1)C 4-dimethylaminobenzoate